1-(4-(7-(3-hydroxynaphthalen-1-yl)-2-((4-methylmorpholin-2-yl)methoxy)-5,6,7,8-tetrahydropyrido[3,4-d]pyrimidin-4-yl)piperazin-1-yl)prop-2-en-1-one OC=1C=C(C2=CC=CC=C2C1)N1CC=2N=C(N=C(C2CC1)N1CCN(CC1)C(C=C)=O)OCC1CN(CCO1)C